4-epoxycyclohexylethyl-methyl-dimethoxysilane C12C(CC(CC1)CC[Si](OC)(OC)C)O2